Beta-Citryl-L-glutamic acid C(CC(=O)O)[C@@H](C(=O)O)NC(=O)C(CC(=O)O)(CC(=O)O)O